C(C)OC=1C(=NC=C(C1)F)OC=1C=C(C=NC1)C1=NC=C(C=N1)C(=O)N[C@@H]1CNCC[C@H]1F 2-(5-((3-ethoxy-5-fluoropyridin-2-yl)oxy)pyridin-3-yl)-N-((3r,4r)-4-fluoropiperidin-3-yl)pyrimidine-5-carboxamide